CC1(OB(OC1(C)C)C1=CC=2N(C=C1)N=CC2C=2SC=CC2)C 5-(4,4,5,5-tetramethyl-1,3,2-dioxaborolan-2-yl)-3-(2-thienyl)pyrazolo[1,5-a]pyridine